methyl-ethyl-propane CC(CC)CC